C(C)(C)(C)OC(=O)NCC1=NNC(C2=C(C=C(C=C12)C=1C=NN(C1C=1SC2=C(C1C#N)C=CC=C2)C)B(O)O)=O [1-[(tert-butoxycarbonylamino)methyl]-7-[5-(3-cyanobenzothiophen-2-yl)-1-methyl-pyrazol-4-yl]-4-oxo-3H-phthalazin-5-yl]boronic acid